CC1=CC=C(C(C2=CC=C(C=C2)C)O)C=C1 4,4'-dimethylbenzhydrol